N-[(6-Amino-2-pyridyl)sulfonyl]-6-(3-fluoro-5-isobutoxyphenyl)-2-[(3R)-2,2,3-trimethylpyrrolidin-1-yl]pyridin-3-carboxamid NC1=CC=CC(=N1)S(=O)(=O)NC(=O)C=1C(=NC(=CC1)C1=CC(=CC(=C1)OCC(C)C)F)N1C([C@@H](CC1)C)(C)C